C(C)(C)(C)OC(N[C@H](CF)CN1C(C=2C=C3C(=CC2CC1)N(C(=N3)C=3N(C1=CC=CC=C1C3)CC3=CC=NO3)C)=O)=O (S)-(1-fluoro-3-(2-(1-(isoxazol-5-ylmethyl)-1H-indol-2-yl)-1-methyl-5-oxo-1,5,7,8-tetrahydro-6H-imidazo[4,5-g]isoquinolin-6-yl)propan-2-yl)carbamic acid tert-butyl ester